[Br-].CN1N=CC(=C1)C1OCCC(C1)[Zn+] (2-(1-methyl-1H-pyrazol-4-yl)tetrahydro-2H-pyran-4-yl)zinc(II) bromide